C(C)(C)(C)OC(=O)N1CCCC(C1)OC(C1=CC=C(C=C1)[N+](=O)[O-])=O 5-(4-nitrobenzoyl)oxy-piperidine-1-carboxylic acid tert-butyl ester